CN[C@@H]1[C@](CCCC1)(N)C (1S,2S)-1-N,2-dimethylcyclohexane-1,2-diamine